5-bromo-6-(bromomethyl)-2-(3,4-dichlorophenyl)-1-ethyl-4-oxo-pyridine-3-carboxylic acid BrC=1C(C(=C(N(C1CBr)CC)C1=CC(=C(C=C1)Cl)Cl)C(=O)O)=O